P(=S)(OC1=C(C=CC=C1)CCCCCCCCCCCC)(OC1=C(C=CC=C1)CCCCCCCCCCCC)[S-].[Zn+2].C(CCCCCCCCCCC)C1=C(C=CC=C1)OP(=S)(OC1=C(C=CC=C1)CCCCCCCCCCCC)[S-] zinc O,O-bis(dodecylphenyl) dithiophosphate